3-(2-fluoro-5-methoxyphenyl)propanoic acid FC1=C(C=C(C=C1)OC)CCC(=O)O